ClC=1C=C2CC(COC2=CC1)NC(=O)C1=CC=NC=2N1N=C(C2C(=O)N)COC N7-(6-chlorochroman-3-yl)-2-(methoxymethyl)pyrazolo[1,5-a]pyrimidine-3,7-dicarboxamide